FC=1C=C(OC2=CN=C(S2)N)C=CC1 5-(3-fluorophenoxy)thiazol-2-amine